O1N(CC1)C(/C=C/C#N)=O (E)-4-(1,2-oxazetidin-2-yl)-4-oxo-but-2-enenitrile